N-(2-((4-(2-((3-(1H-Imidazol-1-yl)benzyl)(methyl)amino)ethyl)phenyl)carbamoyl)-4,5-dimethoxyphenyl)-4-oxo-4H-chromene-2-carboxamide N1(C=NC=C1)C=1C=C(CN(CCC2=CC=C(C=C2)NC(=O)C2=C(C=C(C(=C2)OC)OC)NC(=O)C=2OC3=CC=CC=C3C(C2)=O)C)C=CC1